FC1=CC=C(C=C1)C=1N(COCN1)C1=CC=CC=C1 4-(4-fluorophenyl)-3-phenyl-3,6-dihydro-2H-1,3,5-oxadiazine